C(C)OC(=O)C(CCC1=CC=CC=C1)[C@](N)(CCCCNC(C(F)(F)F)=O)C(=O)O 2-(1-ethoxycarbonyl-3-phenylpropyl)-N6-trifluoroacetyl-L-lysine